C1CC12CCN(CC2)C=2C(=NC=C(N2)N2C(OCC2(C)C)=O)C(=O)NC2=NC(=CC=C2)S(NC(C)(C)C)(=O)=O 3-(6-azaspiro[2.5]octan-6-yl)-5-(4,4-dimethyl-2-oxo-1,3-oxazolidin-3-yl)-N-(6-((2-methyl-2-propanyl)sulfamoyl)-2-pyridinyl)-2-pyrazinecarboxamide